1-Methyl-4-(3-(3-(methylamino)-1-(thiophen-2-yl)propoxy)phenyl)-1,2,3,4-tetrahydro-5H-benzo[e][1,4]diazepin-5-one CN1CCN(C(C2=C1C=CC=C2)=O)C2=CC(=CC=C2)OC(CCNC)C=2SC=CC2